C(C=C)(=O)NCCCNC1=NC=CC(=C1)NC=1C(=NC(=C(N1)NC1CCOCC1)CC)C(=O)N 3-((2-((3-Acrylamidopropyl)amino)pyridin-4-yl)amino)-6-ethyl-5-((tetrahydro-2H-pyran-4-yl)amino)pyrazine-2-carboxamide